tert-heptylperoxytert-butyl monocarbonate C(OC(COOC(C)(C)CCCC)(C)C)([O-])=O